C1(CCCCC1)N(C(=O)NC1CCCCC1)C(CC(=O)O)=O 3-(1,3-dicyclohexylureido)-3-oxopropanoic acid